C(C1=CC=CC=C1)OC(=O)NCC1=C(N=NN1C)C1=CC=C(C(=N1)C)OC[C@@H]1[C@H](CCCC1)C(=O)OC methyl (1S,2S)-2-(((6-(5-((((benzyloxy)carbonyl)amino)methyl)-1-methyl-1H-1,2,3-triazol-4-yl)-2-methylpyridin-3-yl)oxy)methyl)cyclohexane-1-carboxylate